7-Azetidin-1-yl-2-(4-methoxy-phenyl)-imidazo[1,2-a]pyridine N1(CCC1)C1=CC=2N(C=C1)C=C(N2)C2=CC=C(C=C2)OC